NC=1C=C(C=C(C1)C(F)(F)F)[C@@H](C)NC(=O)C1=NN(C(C=C1)=O)C1=CC(=CC=C1)C(=O)N1CCCC1 N-[(1R)-1-[3-amino-5-(trifluoromethyl)phenyl]ethyl]-6-oxo-1-[3-(pyrrolidine-1-carbonyl)phenyl]pyridazine-3-carboxamide